N-(2-carbamoyl-4-chloro-6-methyl-phenyl)-2-(3-chloro-2-pyridyl)-5-cyclopropyl-pyrazole-3-carboxamide C(N)(=O)C1=C(C(=CC(=C1)Cl)C)NC(=O)C=1N(N=C(C1)C1CC1)C1=NC=CC=C1Cl